4-{[2-(1-methyl-1H-pyrazol-3-yl)-1-(2,2,2-trifluoroethyl)-1H-indol-4-yl]amino}-1λ6-thiane-1,1-dione CN1N=C(C=C1)C=1N(C2=CC=CC(=C2C1)NC1CCS(CC1)(=O)=O)CC(F)(F)F